C(C)NC(CN(C)C1=C(C=C(C=C1)F)C=O)=O N-ETHYL-2-[(4-FLUORO-2-FORMYLPHENYL)(METHYL)AMINO]ACETAMIDE